CN1CC2CCC(C1)N2C(=O)C=2C=C1C(=NC2)NC=C1C1=CC2=C(C(NCCO2)=O)C=C1 8-(5-(3-methyl-3,8-diazabicyclo[3.2.1]octane-8-carbonyl)-1H-pyrrolo[2,3-b]pyridin-3-yl)-3,4-dihydrobenzo[f][1,4]oxazepin-5(2H)-one